8-(3-Cyclobutoxyprop-1-yn-1-yl)-7-(4-fluorobenzyl)-1-(2-hydroxyethyl)-3-methyl-3,7-dihydro-1H-purine-2,6-dione C1(CCC1)OCC#CC1=NC=2N(C(N(C(C2N1CC1=CC=C(C=C1)F)=O)CCO)=O)C